tert-Butyl 7-[6-(2,5-dimethyl-1H-pyrrol-1-yl)-4-methoxypyridin-3-yl]-4,7-diazaspiro[2.5]octane-4-carboxylate CC=1N(C(=CC1)C)C1=CC(=C(C=N1)N1CCN(C2(CC2)C1)C(=O)OC(C)(C)C)OC